9-chloro-2-ethylamino-4-(4-(piperazin-1-yl)phenyl)-10H-chromeno[3,2-b]pyridin-10-one ClC=1C=2C(C3=NC(=CC(=C3OC2C=CC1)C1=CC=C(C=C1)N1CCNCC1)NCC)=O